NC(C)C=1C=C(C=C2C(C=C(OC12)SCC)=O)C(F)(F)F 8-(1-aminoethyl)-2-ethylsulfanyl-6-(trifluoromethyl)chromen-4-one